COC=1C2=C(N=C(N1)C)CCN(C2)C(=O)C2=C(OC=1N=CN=C(C12)NC1(CC1)C)C 5-{4-methoxy-2-methyl-5h,6h,7h,8h-pyrido[4,3-d]pyrimidine-6-carbonyl}-6-methyl-N-(1-methylcyclopropyl)furo[2,3-d]pyrimidin-4-amine